3-(2-(dimethylamino)-2-oxoethyl)-4-(methoxy-d3)-1H-indole-1-carboxylic acid tert-butyl ester C(C)(C)(C)OC(=O)N1C=C(C2=C(C=CC=C12)OC([2H])([2H])[2H])CC(=O)N(C)C